COC(C1=CC(=C(C=C1)N)NCC1=CN=CN1CC)=O 4-Amino-3-(((1-ethylimidazol-5-yl)methyl)amino)benzoic acid methyl ester